FC1=C(C(=CC=C1)F)N1N=CC(=N1)NC(C1=C(C=CC=C1)C(F)(F)F)=O N-[2-(2,6-Difluorophenyl)-2H-1,2,3-triazol-4-yl]-2-(trifluoromethyl)benzamid